CN1N=CC(=C1)C=1C=C2C=C(N=CC2=CC1)NC(CN1CCC2(CC2)CC1)=O N-(6-(1-methyl-1H-pyrazol-4-yl)isoquinolin-3-yl)-2-(6-azaspiro[2.5]octan-6-yl)acetamide